C(C1=CC=CC=C1)N1[C@@H](CCCC1)COC=1C=NC=CC1C1=C(C2=NC=CC=C2N1)C1=CC=CC=C1 2-(3-{[(2S)-1-benzylpiperidin-2-yl]methoxy}pyridin-4-yl)-3-phenyl-1H-pyrrolo[3,2-b]pyridine